(R)-1-(2-fluoropyridin-3-yl)ethyl (4-(5-(6-(difluoromethyl)nicotinamido)pyridin-2-yl)-1-methyl-1H-1,2,3-triazol-5-yl)carbamate FC(C1=NC=C(C(=O)NC=2C=CC(=NC2)C=2N=NN(C2NC(O[C@H](C)C=2C(=NC=CC2)F)=O)C)C=C1)F